N-(5-(4-(4-Aminoimidazo[2,1-f][1,2,4]triazin-7-yl)-1H-pyrazol-1-yl)-2,4-Difluorophenyl)-3-(trifluoromethyl)benzamide NC1=NC=NN2C1=NC=C2C=2C=NN(C2)C=2C(=CC(=C(C2)NC(C2=CC(=CC=C2)C(F)(F)F)=O)F)F